2-oxoethyl azetidine-3-carboxylate N1CC(C1)C(=O)OCC=O